methyl (1R,2S,5S)-6,6-dimethyl-3-azabicyclo[3.1.0]hexane-2-carboxylate HCl salt Cl.CC1([C@H]2CN[C@@H]([C@@H]12)C(=O)OC)C